[N+](=O)([O-])C=1C=CC=C(CP([O-])([O-])=O)C1 5-nitrobenzylphosphonate